methyl 6-((trimethylsilyl)ethynyl)pyridazine-3-carboxylate C[Si](C)(C)C#CC1=CC=C(N=N1)C(=O)OC